(5E)-5-{[5-(2-Bromophenyl)-2-furyl]methylene}-2-thioxo-1,3-thiazolidin-4-one BrC1=C(C=CC=C1)C1=CC=C(O1)\C=C\1/C(NC(S1)=S)=O